O=C1NC(CCC1NC(=O)C1=CC=C(C=N1)N1CCC(CC1)C1CCN(CC1)CC1CCN(CC1)C(=O)OC(C)(C)C)=O tert-butyl 4-((1'-(6-((2,6-dioxopiperidin-3-yl)carbamoyl)pyridin-3-yl)-[4,4'-bipiperidin]-1-yl)methyl)piperidine-1-carboxylate